C(C)(C)NS(=O)(=O)C1=CC=C(C=C1)NC(C(C)N1CCNCC1)=O N-(4-(N-isopropylsulfamoyl)phenyl)-2-(piperazin-1-yl)propanamide